OC1=C(C=CC=2C(C3=C(C=CC(=C3C(C12)=O)O)O)=O)O 1,2,5,8-tetrahydroxy-9,10-anthraquinone